nickel 3-iodo-2-hydroxybenzoate IC=1C(=C(C(=O)[O-])C=CC1)O.[Ni+2].IC=1C(=C(C(=O)[O-])C=CC1)O